ClC=1C=C(N)C=C(C1C(F)(F)F)C1=C(C=2N=C(N=C(C2C=N1)N1[C@@H](COCC1)CC)OC[C@]12CCCN2C[C@@H](C1)F)F 3-chloro-5-(4-((R)-3-ethylmorpholino)-8-fluoro-2-(((2R,7aS)-2-fluorotetrahydro-1H-pyrrolizin-7a(5H)-yl)methoxy)pyrido[4,3-d]pyrimidin-7-yl)-4-(trifluoromethyl)aniline